tert-butyl 9-fluoro-1,3,4,5-tetrahydro-2H-pyrido[4,3-b]indole-2-carboxylate FC=1C=2C3=C(NC2C=CC1)CCN(C3)C(=O)OC(C)(C)C